C(C)OC(=O)C1=CC[C@@H]([C@H](C1)NC(=O)OC(C)(C)C)F (4S,5S)-5-((tert-butoxycarbonyl)amino)-4-fluorocyclohex-1-ene-1-carboxylic acid ethyl ester